Cl.Cl.C(C1=CC=CC=C1)C1CCN(CC1)CCN 2-(4-benzylpiperidin-1-yl)ethaneamine 2HCl Salt